6-(o-tolyloxy)-2-azaspiro[3.3]heptan C1(=C(C=CC=C1)OC1CC2(CNC2)C1)C